FCCC=1N(C=CC1)S(=O)(=O)C1=CC=C(C)C=C1 2-(fluoroethyl)-1-p-toluenesulfonyl-1H-pyrrole